C(C1=CC=CC=C1)OCC1CCC(CC1)C=1N=C2N(C=C(C(=C2)C(=O)OCC)Br)C1 ethyl 2-[4-(benzyloxymethyl)cyclohexyl]-6-bromo-imidazo[1,2-a]pyridine-7-carboxylate